(R)-5-acetamido-N-(1-(naphthalen-1-yl)ethyl)-2-(pyrrolidine-1-carbonyl)benzamide C(C)(=O)NC=1C=CC(=C(C(=O)N[C@H](C)C2=CC=CC3=CC=CC=C23)C1)C(=O)N1CCCC1